NC=1C(=C2C=CNC(C2=CC1)=O)Br 6-amino-5-bromo-2H-isoquinolin-1-one